3-[1-(2-{1-[(5-bromo-1-ethyl-1H-pyrazol-4-yl)methyl]-1H-imidazol-2-yl}-5-fluorophenyl)-2-[(tert-butyldimethylsilyl)oxy]ethoxy]pyridin-2-amine BrC1=C(C=NN1CC)CN1C(=NC=C1)C1=C(C=C(C=C1)F)C(CO[Si](C)(C)C(C)(C)C)OC=1C(=NC=CC1)N